(S)-N-(chroman-4-yl)-2-(1-methyl-1H-pyrazol-4-yl)benzo[d]thiazole-6-carboxamide O1CC[C@@H](C2=CC=CC=C12)NC(=O)C1=CC2=C(N=C(S2)C=2C=NN(C2)C)C=C1